methyl 1-methyl-5-(pyrimidin-2-yl)pyrrole-3-carboxylate CN1C=C(C=C1C1=NC=CC=N1)C(=O)OC